(S)-1-(4,4-difluorocyclohexyl)-4-prolylpiperazine hydrochloride Tert-butyl-(S)-2-(4-(4,4-difluorocyclohexyl)piperazin-1-carbonyl)pyrrolidin-1-carboxylate C(C)(C)(C)OC(=O)N1[C@@H](CCC1)C(=O)N1CCN(CC1)C1CCC(CC1)(F)F.Cl.FC1(CCC(CC1)N1CCN(CC1)C([C@H]1NCCC1)=O)F